ClC=1C(=C2C(=C(N=C(C2=CN1)N1CC2CCC(C1)N2C(=O)OC(C)(C)C)OC[C@H]2N(CCC2)C)C)F tert-butyl 3-[6-chloro-5-fluoro-4-methyl-3-[[(2S)-1-methylpyrrolidin-2-yl]methoxy]-2,7-naphthyridin-1-yl]-3,8-diazabicyclo[3.2.1]octane-8-carboxylate